tert-butyl (1R,5S)-3-(7-(8-butylnaphthalen-1-yl)-2-(((S)-1-methylpyrrolidin-2-yl)methoxy)-5,6,7,8-tetrahydropyrido[3,4-d]pyrimidin-4-yl)-3,8-diazabicyclo[3.2.1]octane-8-carboxylate C(CCC)C=1C=CC=C2C=CC=C(C12)N1CC=2N=C(N=C(C2CC1)N1C[C@H]2CC[C@@H](C1)N2C(=O)OC(C)(C)C)OC[C@H]2N(CCC2)C